O=C1N(CC2=CC=CC=C12)C1=CC=C(C=C1)C(C(=O)O)CC 2-[4-(1-oxo-2-isoindolinyl)phenyl]butyric acid